2,5-diethylstyrene C(C)C1=C(C=C)C=C(C=C1)CC